N-n-butyl-2-aminoethyltrimethoxysilane C(CCC)NCC[Si](OC)(OC)OC